1-(3-bromopropyl)-4-methyl-2,6,7-trioxabicyclo[2.2.2]octane BrCCCC12OCC(CO1)(CO2)C